tert-butyl 4-[4-[cyano(2-cyanoethyl)amino]pyrazol-1-yl]piperidine-1-carboxylate C(#N)N(C=1C=NN(C1)C1CCN(CC1)C(=O)OC(C)(C)C)CCC#N